Isopropyl 2-(((((1S,4R)-4-(2-amino-6-methoxy-9H-purin-9-yl) cyclopent-2-en-1-yl) methoxy) (phenoxy) phosphoryl) amino)-2-methylpropionate NC1=NC(=C2N=CN(C2=N1)[C@H]1C=C[C@H](C1)COP(=O)(OC1=CC=CC=C1)NC(C(=O)OC(C)C)(C)C)OC